C(C)[C@]1(C(OCC=2C(N3CC=4C(=NC=5C=C(C(=C6C5C4[C@H](CC6)[C@@H](C=C)NC(C)=O)C)F)C3=CC21)=O)=O)O N-((R)-1-((1S,9S)-9-ethyl-5-fluoro-9-hydroxy-4-methyl-10,13-dioxo-2,3,9,10,13,15-hexahydro-1H,12H-benzo[de]pyrano[3',4':6,7]indolizino[1,2-b]quinolin-1-yl)allyl)acetamide